ethyl 6-methyl-7-carbonyl-4-(1-phenylethyl)-6,7-dihydro-1H-pyrrolo[2,3-c]pyridin-2-carboxylate CN1C(C2=C(C(=C1)C(C)C1=CC=CC=C1)C=C(N2)C(=O)OCC)=C=O